NC=1SC(=CN1)C(=O)NC1=C(C=C(C(=C1)C(NC1=NN(C=C1)C(C)C)=O)F)C 2-Amino-N-[4-fluoro-2-methyl-5-[(1-propan-2-ylpyrazol-3-yl)carbamoyl]phenyl]-1,3-thiazole-5-carboxamide